N-phenyl-carbamic acid methyl ester COC(NC1=CC=CC=C1)=O